(3-amino-3-(trifluoromethyl)azetidin-1-yl)(2-(5-(3,5-dichloro-4-fluorophenyl)-5-(trifluoromethyl)-4,5-dihydroisoxazol-3-yl)-2,3-dihydro-1H-pyrrolo[3,4-c]pyridin-6-yl)methanone NC1(CN(C1)C(=O)C1=CC2=C(C=N1)CN(C2)C2=NOC(C2)(C(F)(F)F)C2=CC(=C(C(=C2)Cl)F)Cl)C(F)(F)F